C(=O)O.N[C@@H]1[C@H](NCCC1)C1=C(C2=NC(=CC(=C2S1)NCC=1SC=CC1)Cl)Br 2-((2S,3S)-3-aminopiperidin-2-yl)-3-bromo-5-chloro-N-(thiophen-2-ylmethyl)thieno[3,2-b]pyridin-7-amine formate